O.O[C@H](C(=O)O)[C@@H](C(=O)O)O.N[C@H]1[C@@H](CC(C2=CC=CC=C12)(C)C)O (1R,2R)-1-amino-4,4-dimethyl-1,2,3,4-tetrahydronaphthalen-2-ol (2S,3S)-2,3-dihydroxysuccinate monohydrate